rac-(6-Cyclopropyl-imidazo[1,5-a]pyrazin-5-yl)-{1-[4-(3-fluoro-oxetan-3-ylmethoxy)-phenyl]-1H-[1,2,3]triazol-4-yl}-methanol C1(CC1)C=1N=CC=2N(C1[C@@H](O)C=1N=NN(C1)C1=CC=C(C=C1)OCC1(COC1)F)C=NC2 |r|